C1(=CC=CC=C1)C(=C)CC(=O)C1=CC=CC=C1 2-(1-phenyl-vinyl)acetophenone